Ethyl ((R or S)-((((2R,5R)-4-fluoro-5-(5-methyl-2,4-dioxo-3,4-dihydropyrimidin-1(2H)-yl)-2,5-dihydrofuran-2-yl)oxy) methyl)(phenoxy)phosphoryl)-L-alaninate FC1=C[C@H](O[C@H]1N1C(NC(C(=C1)C)=O)=O)OC[P@@](=O)(OC1=CC=CC=C1)N[C@@H](C)C(=O)OCC |o1:17|